S1C=CC=2C1=CNC2 thieno[2,3-c]pyrrole